Cl.N1CCC(CC1)CCNS(=O)=O N-(2-(4-piperidinyl)ethyl)sulfonamide hydrochloride